CC=1C(C2=C(OCO2)C(C1)=O)=O 5-methyl-benzo(1,3)-dioxole-4,7-dione